ethyl (E)-3-(3-chloro-2-nitrophenyl)acrylate ClC=1C(=C(C=CC1)/C=C/C(=O)OCC)[N+](=O)[O-]